3-((tert-butyl(dimethyl)silyl)oxymethyl)aniline [Si](C)(C)(C(C)(C)C)OCC=1C=C(N)C=CC1